FC1=CC=C(C=C1)C(CC(=O)NC1(CC1)C1=CC(=CC=C1)C(F)(F)F)(C)O 3-(4-fluorophenyl)-3-hydroxy-N-(1-(3-(trifluoromethyl)phenyl)cyclopropyl)butanamide